NC=1N=CC2=C(N1)N(C=C2)C=2C=C(C=NC2)C#CC(C)(O)C=2SC=CN2 4-(5-(2-amino-7H-pyrrolo[2,3-d]pyrimidin-7-yl)pyridin-3-yl)-2-(thiazol-2-yl)but-3-yn-2-ol